C[N+](C)(C)[O-] The molecule is a tertiary amine oxide resulting from the oxidation of the amino group of trimethylamine. It has a role as an osmolyte, a metabolite and an Escherichia coli metabolite. It derives from a trimethylamine.